2-[3-[(1R)-2-[[(R)-(3-fluorophenyl)-[(3R)-1,2,3,4-tetrahydropyrido[2,3-b]pyrazin-3-yl]methyl]amino]-1-methyl-ethyl]phenyl]-2-methyl-propanoic acid FC=1C=C(C=CC1)[C@H]([C@H]1CNC2=C(N1)N=CC=C2)NC[C@H](C)C=2C=C(C=CC2)C(C(=O)O)(C)C